4,4,5,5-tetramethyl-2-((1S,2S)-2-(4-(trifluoromethyl)phenyl)cyclopropyl)-1,3,2-dioxaborolane CC1(OB(OC1(C)C)[C@@H]1[C@H](C1)C1=CC=C(C=C1)C(F)(F)F)C